ClC1=C(C(=NN1C)C1=NOC(=C1)C)C(=O)N1CCC2(CC1)CCN(CC2)CC2=CC(=C(C=C2)F)F (5-Chloro-1-methyl-3-(5-methylisoxazol-3-yl)-1H-pyrazol-4-yl)(9-(3,4-difluorobenzyl)-3,9-diazaspiro[5.5]undecan-3-yl)methanone